ethyl 4,4-diethoxybutyrate C(C)OC(CCC(=O)OCC)OCC